ClC=1C=CC(=C(C1)C1=C2C(=NC(=C1)C)C(=CS2)C(=O)OC)OCCN2C(=NC=1CCC(C(C1C2=O)C)=O)C methyl 7-[5-chloranyl-2-[2-[2,5-di(methyl)-4,6-bis(oxidanylidene)-7,8-dihydro-5H-quinazolin-3-yl]ethoxy]phenyl]-5-methyl-thieno[3,2-b]pyridine-3-carboxylate